(racemic)-5-[2-sec-Butyl-5-(trifluoromethyl)imidazo[4,5-b]pyridin-3-yl]indolin [C@@H](C)(CC)C1=NC=2C(=NC(=CC2)C(F)(F)F)N1C=1C=C2CCNC2=CC1 |r|